methyl 5-[[[(3R)-4-[(3-bromophenyl)methyl]morpholine-3-carbonyl]amino]methyl]pyridine-2-carboxylate BrC=1C=C(C=CC1)CN1[C@H](COCC1)C(=O)NCC=1C=CC(=NC1)C(=O)OC